2-(4-Bromobenzyl)-4-(4-chlorophenyl)imidazole BrC1=CC=C(CC=2NC=C(N2)C2=CC=C(C=C2)Cl)C=C1